4-Hydroxy-2-oxo-1-phenyl-7-(trifluoromethyl)-1,2-dihydro-1,8-naphthyridine-3-carboxylic acid ethyl ester C(C)OC(=O)C=1C(N(C2=NC(=CC=C2C1O)C(F)(F)F)C1=CC=CC=C1)=O